BrC=1C=C2C(=CN(C(C2=CC1)=O)C1=CC(=CC=C1)F)C1=CC=CC=C1 6-bromo-2-(3-fluorophenyl)-4-phenylisoquinoline-1(2H)-one